5-bromoindole-2-methylamine BrC=1C=C2C=C(NC2=CC1)CN